NC1=C(C=CC=C1C)O 2-amino-3-methylphenol